Cl.NCCOC=1C(=NON1)C1=NOC(N1C1=CC(=C(C=C1)F)Br)=O 3-(4-(2-aminoethoxy)-1,2,5-oxadiazol-3-yl)-4-(3-bromo-4-fluorophenyl)-1,2,4-oxadiazol-5(4H)-one hydrochloride